ClC1=CC=C(C=C1)N1NCCC1 1-(4-chlorophenyl)-pyrazolidin